CN(CCOC=1C=CC(=C(C(=O)N[C@H](C)C2=CC(=CC(=C2)C=2SC=CC2)C=2OC=CC2)C1)C)C (R)-5-(2-(dimethylamino)ethoxy)-N-(1-(3-(furan-2-yl)-5-(thiophen-2-yl)phenyl)ethyl)-2-methylbenzamide